OCCCOC1=CC=C(C(=O)C2=CC=CC=C2)C=C1 4-(3-Hydroxypropoxy)benzophenone